2-(diphenylphosphoryl)-6-fluorochroman-4-one C1(=CC=CC=C1)P(=O)(C1=CC=CC=C1)C1OC2=CC=C(C=C2C(C1)=O)F